O1CC(N=CC=C1)=O [1,4]oxazepin-3(2H)-one